C(CCCCCCCCCCCCCC(=O)O)(=O)O pentadecanedioic acid